(S)-5-(2-((4-(6-((4-Chloro-2-fluorobenzyl)oxy)pyridin-2-yl)piperidin-1-yl)methyl)-4-methoxy-1-(oxetan-2-ylmethyl)-1H-benzo[d]imidazol-6-yl)isoxazol-3(2H)-one ClC1=CC(=C(COC2=CC=CC(=N2)C2CCN(CC2)CC2=NC3=C(N2C[C@H]2OCC2)C=C(C=C3OC)C3=CC(NO3)=O)C=C1)F